C(#N)CC1CCN(CC1)N1C(=NC=2C1=C1C(=NC2)N(C=C1)C(=O)OC(C)(C)C)[C@@H](C)O tert-butyl (R)-1-(4-(cyanomethyl)piperidin-1-yl)-2-(1-hydroxyethyl)imidazo[4,5-d]pyrrolo[2,3-b]pyridin-6(1H)carboxylate